5-chloro-N-((4r,5s,7r,8r,9s,10r)-8,10-dihydroxy-7-(hydroxymethyl)-9-(4-(3,4,5-trifluorophenyl)-1H-1,2,3-triazol-1-yl)-1,6-dioxaspiro[4.5]dec-4-yl)-1-methyl-1H-indole-3-carboxamide ClC=1C=C2C(=CN(C2=CC1)C)C(=O)N[C@@H]1CCO[C@]12O[C@@H]([C@@H]([C@@H]([C@H]2O)N2N=NC(=C2)C2=CC(=C(C(=C2)F)F)F)O)CO